CC1(CCN(CC1)C=1N=C2N(C(C1)=O)C=C(C=C2[C@@H](C)NC2=C(C(=O)OC)C=CC=C2)C)C methyl (R)-2-((1-(2-(4,4-dimethylpiperidin-1-yl)-7-methyl-4-oxo-4H-pyrido[1,2-a]pyrimidin-9-yl)ethyl)amino)benzoate